4-(4'-fluoro-[1,1'-biphenyl]-4-yl)-1H-1,2,3-triazole-5-carboxylic acid FC1=CC=C(C=C1)C1=CC=C(C=C1)C=1N=NNC1C(=O)O